N1=CN=C2N1C1=CC=NC=C1C=C2 [1,2,4]triazolo[1,5-a][1,6]naphthyridine